(R)-2-((4-fluorophenyl)amino)-2-oxo-1-phenylethyl 3-amino-6-(1-(1-(6-((tert-butoxycarbonyl) amino)hexyl)piperidin-4-yl)-1H-pyrazol-4-yl)pyrazine-2-carboxylate NC=1C(=NC(=CN1)C=1C=NN(C1)C1CCN(CC1)CCCCCCNC(=O)OC(C)(C)C)C(=O)O[C@@H](C(=O)NC1=CC=C(C=C1)F)C1=CC=CC=C1